[3-(4-methoxyphenyl)-2-methylpropylene] benzoate C(C1=CC=CC=C1)(=O)O.COC1=CC=C(C=C1)CC(=C)C